C(CCC)OCCOCCOC(CCCCC(=O)OCCOCCOCCCC)=O adipic acid bis(butoxyethoxyethyl) ester